CC(CNC(C=C)=O)(C)NC N-[2-methyl-2-(methylamino)propyl]-2-Propenamide